(2R,3R)-2-(2,5-difluorophenyl)-3-((pyridin-2-ylmethyl)disulfanyl)-1-(1H-1,2,4-triazol-1-yl)butan-2-ol FC1=C(C=C(C=C1)F)[C@@](CN1N=CN=C1)([C@@H](C)SSCC1=NC=CC=C1)O